(3-nitropyridin-2-yl)acetic acid ethyl ester C(C)OC(CC1=NC=CC=C1[N+](=O)[O-])=O